ClC1=CC(=C(C(=O)NCC=2C=[N+](C=CC2)[O-])C=C1Cl)OC1=CC=C(C=C1)OC(F)(F)F 3-((4,5-dichloro-2-(4-(trifluoromethoxy)phenoxy)benzamido)methyl)pyridine 1-oxide